C(CCCCCCC)(=O)O.BrC1(N=CC(=CC1(CC(=O)O)OC(F)F)C(F)(F)F)CC(=O)O 2-bromo-3-(difluoromethoxy)-5-(trifluoromethyl)pyridinediacetic acid monocaprylate